6-bromo-1-((5-methoxypyridin-3-yl)methyl)-1H-pyrazolo[4,3-b]pyridine BrC=1C=C2C(=NC1)C=NN2CC=2C=NC=C(C2)OC